NC1=CC=2C(C=3N=C(N=CC3C2C(=C1)CN1CCOCC1)C(F)(F)F)=O 7-amino-5-(morpholinomethyl)-2-(trifluoromethyl)-9H-indeno[2,1-d]pyrimidin-9-one